ClC=1C=C2C(=NC(=NC2=C(C1C1=C2C(=NNC2=CC=C1C)CC)F)N1CC(C1)N(C)C)N1C[C@H](N(C[C@@H]1C)C(C=C)=O)C 1-((2R,5S)-4-(6-chloro-2-(3-(dimethylamino)azetidin-1-yl)-7-(3-ethyl-5-methyl-1H-indazol-4-yl)-8-fluoroquinazolin-4-yl)-2,5-dimethylpiperazin-1-yl)prop-2-en-1-one